C(C)(C)(C)OC(=O)NC(C(=O)O)(C)C (tert-butoxy-carbonyl)amino-2-methylpropanoic acid